CN(C1(CCC2(CN(C(N2)=O)C2=C(C=CC=C2)CS(=O)(=O)C)CC1)C1=CC=CC=C1)C Cis-8-dimethylamino-3-[2-(methylsulfonyl-methyl)-phenyl]-8-phenyl-1,3-diazaspiro[4.5]decan-2-one